(R)-N-(1-(6-amino-4-(trifluoromethyl)pyridin-2-yl)ethyl)-7-methoxy-6-(2-methoxyethoxy)-2-methyl-quinazolin-4-amine NC1=CC(=CC(=N1)[C@@H](C)NC1=NC(=NC2=CC(=C(C=C12)OCCOC)OC)C)C(F)(F)F